BrC(CCO)C 3-Bromobutan-1-ol